BrC=1C=CC(=NC1O)C(=O)O 5-bromo-6-hydroxy-pyridine-2-carboxylic acid